C1(C(C(C1C(=O)[O-])C(=O)[O-])C(=O)[O-])C(=O)[O-] 1,2,3,4-cyclobutane-tetracarboxylate